ClC1=C(C=C(OCC(=O)NC23CC(C(CC2)(CC3)C(=O)NCC3=CC(=CC=C3)OC)O)C=C1)F 4-[2-(4-chloro-3-fluorophenoxy)acetamido]-2-hydroxy-N-[(3-methoxyphenyl)methyl]bicyclo[2.2.2]octane-1-carboxamide